5-(3-(difluoromethyl)imidazo[1,2-a]pyridin-6-yl)-N-(1-methylpiperidin-4-yl)-7H-pyrrolo[2,3-d]pyrimidin-2-amine FC(C1=CN=C2N1C=C(C=C2)C2=CNC=1N=C(N=CC12)NC1CCN(CC1)C)F